N-glycidyl-3,4,5,6-tetrabromophthalimide C(C1CO1)N1C(C=2C(C1=O)=C(C(=C(C2Br)Br)Br)Br)=O